3-(acryloyloxy)propyl-dimethylmethoxysilane C(C=C)(=O)OCCC[Si](OC)(C)C